2-(2-methyl-5-(trifluoromethyl)phenyl)acetic acid CC1=C(C=C(C=C1)C(F)(F)F)CC(=O)O